trimethylpropane tri(5-mercaptopentanate) SCCCCC(=O)O.SCCCCC(=O)O.SCCCCC(=O)O.CC(CC)(C)C